N,N-dimethylpyridin-4-amin CN(C1=CC=NC=C1)C